methyl 3-methyl-6-phenyl-5-(((p-tolyloxy) carbonyl) amino)-[2,4'-bipyridine]-2'-carboxylate CC=1C(=NC(=C(C1)NC(=O)OC1=CC=C(C=C1)C)C1=CC=CC=C1)C1=CC(=NC=C1)C(=O)OC